C1(CC1)C=1N=NN(C1)[C@H](C(=O)N1[C@@H](C[C@H](C1)O)C(=O)NCC1=CC(=NS1)C1=CC=CC=C1)C(C)(C)C (2S,4r)-1-[(2S)-2-(4-cyclopropyltriazol-1-yl)-3,3-dimethyl-butyryl]-4-hydroxy-N-[(3-phenylisothiazol-5-yl)methyl]pyrrolidine-2-carboxamide